[3-[2-(difluoromethoxy)-5-(2-hydroxyethyl)phenyl]-1-[(dimethylcarbamoyl)methyl]-1H-pyrazol-4-yl]pyrazolo[1,5-a]pyrimidine-3-carboxamide FC(OC1=C(C=C(C=C1)CCO)C1=NN(C=C1C1=NN2C(N=CC=C2)=C1C(=O)N)CC(N(C)C)=O)F